C[SiH2]O[SiH2]C 1,3-dimethyldisiloxane